3-phenyl-7-(3'-methylpyrazolyl)coumarin tert-butyl-(((1s,4s)-4-((4-(2,6-dioxopiperidin-3-yl)phenyl)amino)cyclohexyl)methyl)carbamate C(C)(C)(C)N(C(O)=O)CC1CCC(CC1)NC1=CC=C(C=C1)C1C(NC(CC1)=O)=O.C1(=CC=CC=C1)C=1C(OC2=CC(=CC=C2C1)C=1C(=NNC1)C)=O